Methyldiphenyl-(p-cyanophenyl)silane C[Si](C1=CC=C(C=C1)C#N)(C1=CC=CC=C1)C1=CC=CC=C1